2-Chloro-N3,N3-dimethyl-4-(methylsulfonyl)-N1-(1-methyl-1H-tetrazol-5-yl)isophthalamide ClC1=C(C(=O)NC2=NN=NN2C)C=CC(=C1C(=O)N(C)C)S(=O)(=O)C